FC1=C(C=C(C=C1)NC1=NC=NC2=CC(=C(C=C12)NC(C=C)=O)OCCCN1CCN(CC1)C)C1=NC=CC=C1F N-(4-((4-fluoro-3-(3-fluoropyridin-2-yl)phenyl)amino)-7-(3-(4-methylpiperazin-1-yl)propoxy)quinazolin-6-yl)acrylamide